N,N-diethyl-N-(hexenyl)amine C(C)N(C=CCCCC)CC